N1(CCOCC1)C1CCN(CC1)C1=C(C=C(C=C1)S(=O)(=O)NC(C1=C(C=CC=C1)OC=1C=C2C(=NC1)NC=C2)=O)[N+](=O)[O-] N-({4-[4-(morpholin-4-yl)piperidin-1-yl]-3-nitrophenyl}sulfonyl)-2-(1H-pyrrolo[2,3-b]pyridin-5-yloxy)benzamide